C(C)(=O)OCCC(C1=C(C(=C(C(=C1F)F)F)F)F)=O pentafluorobenzoylethyl acetate